2-methoxy-N-methylacetamid COCC(=O)NC